(S)-1-(2-isopropyl-4-methylpyridin-3-yl)-7-(8-methylnaphthalen-1-yl)-4-(2-methylpiperazin-1-yl)-2-oxo-1,2-dihydropyrido[2,3-d]pyrimidine-6-carbonitrile C(C)(C)C1=NC=CC(=C1N1C(N=C(C2=C1N=C(C(=C2)C#N)C2=CC=CC1=CC=CC(=C21)C)N2[C@H](CNCC2)C)=O)C